NC=1NC(C(=CN1)OCC(F)F)=O 2-amino-5-(2,2-difluoroethoxy)-1H-pyrimidin-6-one